N[C@@H](CC#N)C1=CC=C(C=C1)S(=O)(=O)CC (3S)-3-amino-3-(4-(ethylsulfonyl)phenyl)propanenitrile